CN(CCSC=1OC(=CN1)C1=CC=C(C=C1)F)C 2-((2-(dimethylamino)ethyl)thio)-5-(4-fluorophenyl)oxazole